1-((2-(3-(Trifluoromethyl)azetidin-1-yl)pyridin-4-yl)methyl)-3-(2-(1-(trifluoromethyl)cyclopropyl)ethyl)urea FC(C1CN(C1)C1=NC=CC(=C1)CNC(=O)NCCC1(CC1)C(F)(F)F)(F)F